Cl.Cl.Cl.CC1(CCCCCCC1)N1CCC(CC1)N1C(=NC2=C1C=CC=C2)[C@H]2CNCCC2 1-[1-(1-methylcyclooctyl)-4-piperidinyl]-2-(3R)-3-piperidinyl-1H-benzimidazole, trihydrochloride